2-(1-((1r,4r)-4-(cyanomethyl)cyclohexyl)-1,6-dihydroimidazo[4,5-d]pyrrolo[2,3-b]pyridin-2-yl)-N-cyclohexylacetamide C(#N)CC1CCC(CC1)N1C(=NC=2C1=C1C(=NC2)NC=C1)CC(=O)NC1CCCCC1